5-(2-aminothiazolo[4,5-b]pyrazin-6-yl)-2-cyclopropylpyridazin-3(2H)-one NC=1SC=2C(=NC=C(N2)C2=CC(N(N=C2)C2CC2)=O)N1